(R)-4-((1H-pyrazol-4-yl)methyl)-1-methyl-N-(1-methylcyclopropyl)-5-oxo-1,2,4,5-tetrahydroimidazo[1,2-a]quinazoline-7-sulfonamide N1N=CC(=C1)CN1C=2N(C3=CC=C(C=C3C1=O)S(=O)(=O)NC1(CC1)C)[C@@H](CN2)C